(3r,4s)-1-methyl-2-oxo-4-[3-(trifluoromethyl)phenyl]-3-pyrrolidinecarboxylic acid CN1C([C@@H]([C@H](C1)C1=CC(=CC=C1)C(F)(F)F)C(=O)O)=O